C(C)(C)(C)OC(=O)/N=C(/NC1=C(C=C(C(=O)OC=2C=3N(C(=CC2)CC(=O)OC(C)(C)C)N=CN3)C=C1)I)\N (E)-5-(2-tert-butoxy-2-oxoethyl)-[1,2,4]triazolo[1,5-a]pyridin-8-yl 4-(2-(tert-butoxycarbonyl)guanidino)-3-iodobenzoate